(2R,3S,4S)-4-hydroxy-2-{[4-(1,3-thiazol-5-yl)phenyl]methyl}pyrrolidin-3-yl 2-(3-fluorophenyl)acetate FC=1C=C(C=CC1)CC(=O)O[C@H]1[C@H](NC[C@@H]1O)CC1=CC=C(C=C1)C1=CN=CS1